C12(CC3CC(CC(C1)C3)C2)C=2C=CC=3N(C1=CC=CC=C1C3C2)C2=CC=C(C=CC3=CC=C(C=C3)C3=CC=C(C=C3)C=CC3=CC=C(C=C3)N3C1=CC=CC=C1C=1C=C(C=CC31)C31CC4CC(CC(C3)C4)C1)C=C2 4,4'-bis(4-(3-(1-adamantyl)-9-carbazolyl)styryl)-1,1'-biphenyl